5-amino-2-chloro-N-(cyanomethyl)-N-(cyclopropylmethyl)benzamide NC=1C=CC(=C(C(=O)N(CC2CC2)CC#N)C1)Cl